6-(1-((1-methylcyclobutyl)amino)ethyl)-4H-chromen-4-one CC1(CCC1)NC(C)C=1C=C2C(C=COC2=CC1)=O